tert-butyl (3R)-3-[[6-[6-(1-methylpyrazol-4-yl)imidazo[1,2-a]pyrazin-3-yl]-2-pyridyl]amino]piperidine-1-carboxylate CN1N=CC(=C1)C=1N=CC=2N(C1)C(=CN2)C2=CC=CC(=N2)N[C@H]2CN(CCC2)C(=O)OC(C)(C)C